6-(Azetidin-3-yl)-N-(4-chlorophenyl)-2-morpholinopyrimidin-4-amine N1CC(C1)C1=CC(=NC(=N1)N1CCOCC1)NC1=CC=C(C=C1)Cl